CN[C@H]1C[C@H]([C@@H]([C@H]([C@@H]1O)O[C@H]2[C@@H]3[C@H]([C@H]([C@H](O2)CO)O)O[C@@]4(O3)[C@@H]([C@H]([C@H]([C@H](O4)C(CO)N)O)O)O)O)N The molecule is an ortho ester and a hygromycin. It has a role as an anthelminthic drug. It is a conjugate base of a hygromycin B(3+).